N-(2-(5-methoxy-1H-indol-3-yl)ethyl)-4-oxo-4H-pyran-2-carboxamide COC=1C=C2C(=CNC2=CC1)CCNC(=O)C=1OC=CC(C1)=O